BrC=1C=C(C=2N(N1)C=C(N2)C)C 6-bromo-2,8-dimethylimidazo[1,2-b]Pyridazine